3-(imidazo[1,2-b]pyridazin-3-ylethynyl)-4-methyl-N-{4-[(4-methylpiperazin-1-yl)methyl]-3-(trifluoromethyl)phenyl}benzamide monohydrochloride Cl.N=1C=C(N2N=CC=CC21)C#CC=2C=C(C(=O)NC1=CC(=C(C=C1)CN1CCN(CC1)C)C(F)(F)F)C=CC2C